5-(4-(Cyclopropyl-methoxy)-3-fluorophenyl)-4-(2-methylpyridin-4-yl)-1H-imidazol-2-amine C1(CC1)COC1=C(C=C(C=C1)C1=C(N=C(N1)N)C1=CC(=NC=C1)C)F